ClC1=C(C(=C(C(=N1)N1CCC12CCN(CC2)C(=O)OC(C)(C)C)C#N)CC)C#N tert-butyl 1-(6-chloro-3,5-dicyano-4-ethylpyridin-2-yl)-1,7-diazaspiro[3.5]nonane-7-carboxylate